O1CC=C(C2=C1C=CC=C2)OC(C2=C(C=CC=C2)C)=O 2H-benzopyran-4-yl-2-methylbenzoate